4-((4-chloro-1-ethyl-1H-pyrazol-3-yl)amino)-2-((6-methoxy-2-methyl-1,2,3,4-tetrahydroisoquinolin-7-yl)amino)pyrimidine-5-carboxamide ClC=1C(=NN(C1)CC)NC1=NC(=NC=C1C(=O)N)NC1=C(C=C2CCN(CC2=C1)C)OC